Tert-butyl (3R,4S)-4-[1-[1-(2,6-dioxo-3-piperidyl)-3-methyl-2-oxo-benzimidazol-4-yl]azetidin-3-yl]oxy-3-fluoro-piperidine-1-carboxylate O=C1NC(CCC1N1C(N(C2=C1C=CC=C2N2CC(C2)O[C@@H]2[C@@H](CN(CC2)C(=O)OC(C)(C)C)F)C)=O)=O